Pentaerythritol diisocyanate [N-]=C=O.[N-]=C=O.OCC(CO)(CO)CO